1-((2-(Azetidin-1-yl)pyrimidin-5-yl)methyl)-1H-1,2,4-triazole-3-carboxylic acid N1(CCC1)C1=NC=C(C=N1)CN1N=C(N=C1)C(=O)O